FC(C1=NC(=NO1)C1=CC=C(C=C1)N1N=CC(=C1)S(=O)(=O)Cl)(F)F 1-(4-(5-(trifluoromethyl)-1,2,4-oxadiazol-3-yl)phenyl)-1H-pyrazole-4-sulfonyl chloride